(S)-3-(benzyl(oxetan-3-yl)amino)butan-1-ol C(C1=CC=CC=C1)N([C@H](CCO)C)C1COC1